(S)-(5-(3,5-difluorophenyl)-4,5-dihydro-1H-pyrazol-1-yl)(4-(6-(1,3-dimethyl-1H-pyrazol-5-yl)-5-fluoropyridin-2-yl)piperazin-1-yl)methanone FC=1C=C(C=C(C1)F)[C@@H]1CC=NN1C(=O)N1CCN(CC1)C1=NC(=C(C=C1)F)C1=CC(=NN1C)C